C(CCCCCNC(=N)NC(=N)NCCCCOC)NC(=N)NC(=N)NCCCCOC 1,1'-(hexane-1,6-diyl)bis(5-(4-methoxybutyl)biguanide)